rac-(1S,2R,4R)-4-(5-amino-1-(tert-butyl)-1H-pyrazol-3-yl)-2-((tert-butyldiphenylsilyl)oxy)cyclopentyl bicyclo[1.1.1]pentan-1-ylcarbamate C12(CC(C1)C2)NC(O[C@@H]2[C@@H](C[C@@H](C2)C2=NN(C(=C2)N)C(C)(C)C)O[Si](C2=CC=CC=C2)(C2=CC=CC=C2)C(C)(C)C)=O |r|